C(=O)(O)OC(=O)O.N(=NCC(C)C(N)=N)CC(C)C(N)=N azobis(2-amidinopropane) dicarbonate